selenium mercuric bromide [Hg](Br)Br.[Se]